ClC=1C=C2[C@]3(C(NC2=CC1)=O)[C@H](C3)C(=O)NC3=NC=NC(=C3)NCC=3N=C1N(C=C(C=C1)C1CC1)C3 |r| rac-(1R*,2S*)-5'-chloro-N-(6-(((6-cyclopropylimidazo[1,2-a]pyridin-2-yl)methyl)amino)pyrimidin-4-yl)-2'-oxospiro[cyclopropane-1,3'-indoline]-2-carboxamide